FC1(OC2=C(O1)C=CC(=C2)[C@H](C)OC2=NC=CC(=C2)N2N=C(C=1CCC[C@H](C21)O)C(F)(F)F)F (7R)-1-[2-[(1S)-1-(2,2-difluoro-1,3-benzodioxol-5-yl)ethoxy]-4-pyridyl]-3-(trifluoromethyl)-4,5,6,7-tetrahydroindazol-7-ol